methyl-[4-(4-bromophenyl) phenyl] cyclopropanecarboxylate C1(CC1)C(=O)OC1=C(C=C(C=C1)C1=CC=C(C=C1)Br)C